Phenyl-(S)-3-(3-chlorophenyl)-3,4-dihydropyridine-1(2H)-carboxylate C1(=CC=CC=C1)OC(=O)N1C[C@@H](CC=C1)C1=CC(=CC=C1)Cl